S1C(C=C1)C=O thietal